C(C)C1=CC(=C2C=CC=NC2=C1)C1(CC1)C=1C(=C(C(=O)N)C=CC1)C (1-(7-ethylquinolin-5-yl)cyclopropyl)-2-methylbenzamide